O2-benzyl O1-tert-butyl (2S,4R)-4-[3-[1-(2,6-dioxo-3-piperidyl)-3-methyl-2-oxo-benzimidazol-5-yl]propoxy]pyrrolidine-1,2-dicarboxylate O=C1NC(CCC1N1C(N(C2=C1C=CC(=C2)CCCO[C@@H]2C[C@H](N(C2)C(=O)OC(C)(C)C)C(=O)OCC2=CC=CC=C2)C)=O)=O